FC1=C(C=CC(=C1)F)N1C=C(C=2C1=NC=C(C2)C=2C(=NOC2C)C)C=2C(=CC(=C(C(=O)O)C2)OC)OCC 5-(1-(2,4-difluorophenyl)-5-(3,5-dimethylisoxazol-4-yl)-1H-pyrrolo[2,3-b]pyridin-3-yl)-4-ethoxy-2-methoxybenzoic acid